Tert-butyl(1-(5-bromo-6-(4-cyano-3-fluorophenyl)-4-methoxypyridin-2-yl)piperidin-4-yl)carbamate C(C)(C)(C)OC(NC1CCN(CC1)C1=NC(=C(C(=C1)OC)Br)C1=CC(=C(C=C1)C#N)F)=O